2,2-di(tert-butyl-peroxy)butaneN C(C)(C)(C)OOC(C)(C=C)OOC(C)(C)C